C[C@@H]1N(C(O[C@@H]1C1=CC(=CC=C1)C(F)(F)F)=O)C(=O)NCC=1C=NC=C2C=CC=NC12 (4S,5R)-4-methyl-N-(1,6-naphthyridin-8-ylmethyl)-2-oxo-5-[3-(trifluoromethyl)phenyl]-1,3-oxazolidine-3-carboxamide